(7-amino-8-methylphenothiazin-3-ylidene)-dimethylammonium NC=1C=C2SC3=CC(C=CC3=NC2=CC1C)=[N+](C)C